ClC=1C(=CC(=NC1)C(=O)N1CC=2C(=NN3C2C(N(C[C@H]3C)C(C)C=3C=NC(=CC3)C(=C)C)=O)C[C@H]1C)C(F)(F)F (3R,7R)-2-(5-chloro-4-(trifluoromethyl)picolinoyl)-3,7-dimethyl-9-(1-(6-(prop-1-en-2-yl)pyridin-3-yl)ethyl)-1,2,3,4,8,9-hexahydropyrido[4',3':3,4]pyrazolo[1,5-a]pyrazin-10(7H)-one